4'-((4,4-difluoropiperidin-1-yl)methyl)-N-((4,6-dimethyl-2-oxo-1,2-dihydropyridin-3-yl)methyl)-5-(ethyl-(tetrahydro-2H-pyran-4-yl)amino)-4-methyl-[1,1'-biphenyl]-3-carboxamide FC1(CCN(CC1)CC1=CC=C(C=C1)C1=CC(=C(C(=C1)N(C1CCOCC1)CC)C)C(=O)NCC=1C(NC(=CC1C)C)=O)F